COC=1C=C2C=CC=NC2=C(C1)C(=O)N(C)C 6-methoxy-N,N-dimethylquinoline-8-carboxamide